Cl.Cl.N[C@@H](CS)C(=O)O L-cysteine-2HCl